C(C)SC=1OC2=C(C=C(C=C2C(C1)=O)C)C(C)NC1=C(C(=O)OC)C=CC=C1 methyl 2-[1-(2-ethylsulfanyl-6-methyl-4-oxo-chromen-8-yl)ethylamino]benzoate